C(C)OC(=O)C=1N=C(SC1NC1=NN(C=C1C)C)Br bromo-5-((1,4-dimethyl-1H-pyrazol-3-yl)amino)thiazole-4-carboxylic acid ethyl ester